O=C1C2=C(N=C(N1)SC(C(=O)OCC)C1=CC=CC=C1)N(N=C2)C2=CC=CC=C2 ethyl 2-((4-oxo-1-phenyl-4,5-dihydro-1H-pyrazolo[3,4-d]pyrimidin-6-yl) thio)-2-phenylacetate